FC1=CC(=C(OCC2CC(C2)NC=2N=C3N([C@@](C(N4C3=C(N2)CCC4)=O)(C)CO)C)C=C1)C(F)(F)F (S)-2-(((1s,3R)-3-((4-fluoro-2-(trifluoromethyl)phenoxy)methyl)cyclobutyl)amino)-5-(hydroxymethyl)-4,5-Dimethyl-4,5,9,10-tetrahydro-6H,8H-pyrido[3,2,1-de]pteridin-6-one